1-{bicyclo[2.2.1]heptan-2-yl}-4-[1-methyl-4-(3-{[1-methyl-4-(1-methylimidazole-2-amido)imidazol-2-yl]formamido}propanamido)pyrrole-2-amido]imidazole-2-carboxylic acid C12C(CC(CC1)C2)N2C(=NC(=C2)NC(=O)C=2N(C=C(C2)NC(CCNC(=O)C=2N(C=C(N2)NC(=O)C=2N(C=CN2)C)C)=O)C)C(=O)O